ClC=1C2=CN(N=C2C=CC1C1=CNC2=C1C=1N(C(=N2)N2C3COCC2CC(C3)N)C=CN1)C 9-(9-(4-chloro-2-methyl-2H-indazol-5-yl)-7H-imidazo[1,2-c]pyrrolo[3,2-e]pyrimidin-5-yl)-3-oxa-9-azabicyclo[3.3.1]nonan-7-amine